Tert-butyl N-[2-[2-[2-[4-[2-(2,6-dioxo-3-piperidyl)-1,3-dioxo-isoindolin-4-yl]piperazin-1-yl] ethoxy]ethoxy]ethyl]carbamate O=C1NC(CCC1N1C(C2=CC=CC(=C2C1=O)N1CCN(CC1)CCOCCOCCNC(OC(C)(C)C)=O)=O)=O